(Z)-3-(3-phenylpropoxy)acrylaldehyde C1(=CC=CC=C1)CCCO\C=C/C=O